C1=CC=CC=2C#CCCC3=C(C21)C=CC=C3 dibenzocyclooctayne